C=CC(=O)ON1C(=O)CCC1=O N-Succinimidyl Acrylate